titanium-aluminum-vanadium [V].[Al].[Ti]